BrC1=CC=C(N=N1)N[C@@H]1CC[C@H]2CN(C[C@H]21)C(=O)C2=CN=C(S2)N(C)C [(3aS,4R,6aR)-4-[(6-bromo-3-pyridazinyl)amino]hexahydrocyclopenta[c]pyrrol-2(1H)-yl][2-(dimethyl-amino)-1,3-thiazol-5-yl]methanone